C(C)(C)(C)OC(=O)N1CC2=C(CC1)NN=C2C(=O)N2CCC(CC2)C2=C(C=CC(=C2)F)Cl 3-(4-(2-chloro-5-fluorophenyl)piperidine-1-carbonyl)-6,7-dihydro-1H-pyrazolo[4,3-c]Pyridine-5(4H)-carboxylic acid tert-butyl ester